(S)-4-(trifluoromethyl)-6-((3-(trifluoromethyl)piperidin-1-yl)methyl)isoindolin-1-one FC(C1=C2CNC(C2=CC(=C1)CN1C[C@H](CCC1)C(F)(F)F)=O)(F)F